di(3,4-epoxycyclohexylmethyl) ether C1(CC2C(CC1)O2)COCC2CC1C(CC2)O1